6-(4-Fluorobenzylamino)-9-β-D-arabinofuranosylpurin FC1=CC=C(CNC2=C3N=CN(C3=NC=N2)[C@H]2[C@@H](O)[C@H](O)[C@H](O2)CO)C=C1